NCC(C[SiH2]OC(OCCC)OCCC)C 3-amino-2-methylpropyl-(dipropoxymethoxysilane)